C(C)(C)[N+](=CCCCCC)[O-] N-isopropylhexan-1-imine oxide